[Cl-].ClC=1N=CC=C2N3CCN(C(C3=CC12)=O)CC[NH3+] 2-(6-chloro-10-oxo-1,5,11-triazatricyclo[7.4.0.02,7]trideca-2,4,6,8-tetraen-11-yl)ethylammonium chloride